2-(3-bromo-4-fluorophenyl)propan-2-ol BrC=1C=C(C=CC1F)C(C)(C)O